COC1=CC=C(C(C2=CC=C(C=C2)OC)(C2=CC=CC=C2)OC[C@@H]2[C@H]([C@H]([C@@H](O2)N2C(=O)NC(=O)C=C2)F)O)C=C1 5'-O-(4,4'-Dimethoxytrityl)-2'-deoxy-2'-fluorouridine